FC1=C(C=C(C=C1)N)CNC(CC)=O N-[(2-fluoro-5-aminophenyl)methyl]-propionamide